tert-butyl ((3R,4S,6R)-4-ethoxy-6-((S)-1-(4-fluorophenyl)-1,2,3,4-tetrahydroisoquinoline-2-carbonyl)tetrahydro-2H-pyran-3-yl)carbamate C(C)O[C@@H]1[C@@H](CO[C@H](C1)C(=O)N1[C@H](C2=CC=CC=C2CC1)C1=CC=C(C=C1)F)NC(OC(C)(C)C)=O